BrC1=CC(=C2C(=N1)C(=NN2C(C)C)C)NCC=2C=NN(C2)C 5-bromo-1-isopropyl-3-methyl-N-((1-methyl-1H-pyrazol-4-yl)methyl)-1H-pyrazolo[4,3-b]Pyridin-7-amine